CC1=C(N=C(O1)C1=CC=C2C=CN(C2=C1)S(=O)(=O)C1=CC=C(C=C1)C)C(=O)O 5-methyl-2-[1-(p-tolylsulfonyl)indol-6-yl]oxazole-4-carboxylic acid